C(CCCC(=O)OC(C)(C)C)(=O)[O-] 5-mono-tert-butyl glutarate